CC1(C=C(CCC1C)C(C)=O)C 1-(3,3,4-trimethylcyclohex-1-en-1-yl)ethan-1-one